[4-[1-cyclobutyl-4-(trifluoromethyl)imidazol-2-yl]phenyl]methylamine C1(CCC1)N1C(=NC(=C1)C(F)(F)F)C1=CC=C(C=C1)CN